CC(C)O[Si](OC(C)C)OC(C)C tri(1-methylethoxy)silicon